B(O)(O)O.C=1(O)C(O)=CC=CC1 catechol-boric acid